4-(furan-3-yl)-9-(β-D-ribofuranosyl)-9H-pyrido[2',3':4,5]pyrrolo[2,3-d]pyrimidine O1C=C(C=C1)C=1C2=C(N=CN1)N(C1=C2N=CC=C1)[C@H]1[C@H](O)[C@H](O)[C@H](O1)CO